COC=1C=C(C=CC1C(=O)N1CCN(CC1)C(C1=NC=C(C=C1)C(F)(F)F)=O)NS(=O)(=O)C=1C=CC=C2C=CC=NC12 N-(3-Methoxy-4-(4-(5-(trifluoromethyl)picolinoyl)piperazine-1-carbonyl)phenyl)quinoline-8-sulfonamide